4-(4,4,5,5-tetramethyl-1,3,2-dioxaborolan-2-yl)-1-(p-toluenesulfonyl)-1H-benzo[d]imidazole CC1(OB(OC1(C)C)C1=CC=CC=2N(C=NC21)S(=O)(=O)C2=CC=C(C)C=C2)C